sodium vanadium iron pyrophosphate phosphate P(=O)([O-])([O-])[O-].[O-]P([O-])(=O)OP(=O)([O-])[O-].[Fe+2].[V+5].[Na+]